4-{[6-(5-Chloro-2-Fluorophenyl)-3-Methylpyridazin-4-yl]Amino}Quinolin-7-yl 3-(Pyrrolidin-1-yl)Azetidin-1-Carboxylat N1(CCCC1)C1CN(C1)C(=O)OC1=CC=C2C(=CC=NC2=C1)NC1=C(N=NC(=C1)C1=C(C=CC(=C1)Cl)F)C